FC1=C(C(=O)N2C3CN(CC2CC3)C3=NC=C(C#N)C=C3)C=C(C=C1)CC1=NNC(C3=CC=C(C=C13)C#CC)=O 6-(8-(2-fluoro-5-((4-oxo-7-(prop-1-yn-1-yl)-3,4-dihydrophthalazin-1-yl)methyl)benzoyl)-3,8-diazabicyclo[3.2.1]octan-3-yl)nicotinonitrile